[Cu].N[C@@H](CCC(=O)NCC)C(=O)O L-theanine copper